Cl.FC(C1=NC=CC=C1OCC1[C@H]2CNC[C@@H]12)(F)F (1R,5S,6S)-6-({[2-(trifluoromethyl)pyridin-3-yl]oxy}methyl)-3-azabicyclo[3.1.0]hexane hydrochloride